CNC(=O)C1CCC(CC1)C(=O)N N4-methylcyclohexane-1,4-dicarboxamide